5-(1-Methyl-cyclopropyl)-[1,2,4]oxadiazole-3-carboxylic acid {(R)-2-[2-(1-methyl-1H-pyrazol-4-yl)-3H-imidazo[4,5-b]pyridin-7-yl]-6,7,8,9-tetrahydro-5H-benzocyclohepten-5-yl}-amide CN1N=CC(=C1)C1=NC=2C(=NC=CC2C=2C=CC3=C(CCCC[C@H]3NC(=O)C3=NOC(=N3)C3(CC3)C)C2)N1